Methyl (R)-2-(3-((3-chlorophenoxy)methyl)pyrrolidin-1-yl)-2-methylpropanoate ClC=1C=C(OC[C@H]2CN(CC2)C(C(=O)OC)(C)C)C=CC1